CS(=O)(=O)CC1CNC1 3-(methylsulfonylmethyl)azetidine